NC=1C(=C(C=CC1B1OC(C(O1)(C)C)(C)C)CO)F (3-amino-2-fluoro-4-(4,4,5,5-tetramethyl-1,3,2-dioxaborolan-2-yl)phenyl)methanol